tert-butyl 4-(5-carbamoyl-4-fluorothiophen-2-yl)-3,6-dihydro-2H-pyridine-1-carboxylate C(N)(=O)C1=C(C=C(S1)C=1CCN(CC1)C(=O)OC(C)(C)C)F